ClC1=CC=CC=2N1N=C(C2C(=O)O)O 7-chloro-2-hydroxypyrazolo[1,5-a]pyridine-3-carboxylic acid